(3R)-2-tert-butyl 8-ethyl 8,11,11-trifluoro-3-methyl-3,4,8,9,10,11-hexahydro-1H-pyrido[4',3':3,4]-pyrazolo[1,5-a]azepine-2,8(7H)-dicarboxylate FC1(CCC(C=2N(C1)N=C1C2CN([C@@H](C1)C)C(=O)OC(C)(C)C)(F)F)C(=O)OCC